(2-fluoro-6-methyl-4-vinylphenyl)-3-(1-methyl-1H-pyrazol-4-yl)-1-((2-(trimethylsilyl)ethoxy)methyl)-1H-pyrazolo[3,4-c]pyridine FC1=C(C(=CC(=C1)C=C)C)C1=C2C(=CN=C1)N(N=C2C=2C=NN(C2)C)COCC[Si](C)(C)C